C1C2(CC3NN4C(C(N31)=O)=CC(C=C4)=O)CCNCC2 3a',4'-dihydro-1'H,3'H-spiro[piperidin-4,2'-pyrido[2,1-f]pyrrolo[2,1-c][1,2,4]-triazine]-8',10'-dione